C(C1=CC=CC=C1)N1N=C(C(=C1)CC(=O)NC(C(=O)NC1=CC=C(C=C1)[Si](C)(C)C)C1=CC=C(C=C1)OC)O 2-(((1-benzyl-3-hydroxy-1H-pyrazol-4-yl)acetyl)amino)-2-(4-methoxyphenyl)-N-(4-(trimethylsilyl)phenyl)acetamide